ClC=1C=C2C(=NC=NC2=C(C1C1=C(C=CC=C1O)F)F)N1[C@@H](CN(C[C@H]1C)C(C=C)=O)C 1-((3R,5R)-4-(6-chloro-8-fluoro-7-(2-fluoro-6-hydroxy-phenyl)quinazolin-4-yl)-3,5-dimethyl-piperazin-1-yl)prop-2-en-1-one